Methyl 2-(4,4-difluoropiperidin-1-yl)-4-(4-iodo-2-(6-azaspiro[2.5]octan-6-yl)benzamido)benzoate FC1(CCN(CC1)C1=C(C(=O)OC)C=CC(=C1)NC(C1=C(C=C(C=C1)I)N1CCC2(CC2)CC1)=O)F